C(C)(C)(C)OC(C(CCCCC#N)(O)O)=O 6-cyano-(3R,5R)-dihydroxy-hexanoic acid tert-butyl ester